P(O)(O)O.C(C)(C)(C)C1=C(C(=CC(=C1)C(C)(C)C)C(C)(C)C)C(C(CO)(CC)CCCC)O (2,4,6-tri-t-butylphenyl)(2-butyl-2-ethyl-1,3-propanediol) phosphite